N-(4-tert-butylphenyl)benzofuran-2-amine C(C)(C)(C)C1=CC=C(C=C1)NC=1OC2=C(C1)C=CC=C2